(2-amino-2-oxo-ethyl)-[2-[4-[2-chloro-4-[[5-[4-(cyanomethoxy)-2,3-difluoro-phenyl]-1-methyl-imidazole-2-carbonyl]amino]benzoyl]piperazin-1-yl]-2-oxo-ethyl]-dimethyl-ammonium NC(C[N+](C)(C)CC(=O)N1CCN(CC1)C(C1=C(C=C(C=C1)NC(=O)C=1N(C(=CN1)C1=C(C(=C(C=C1)OCC#N)F)F)C)Cl)=O)=O